propoxynonylphenol acrylate C(C=C)(=O)OC1=C(C=CC=C1)CCCCCCCCCOCCC